4,6-difluorodibenzo[b,d]thiophen-3-ol FC1=C(C=CC2=C1SC1=C2C=CC=C1F)O